5-chloro-2-fluoro-N-methyl-4-(6-(2,2,2-trifluoroethoxy)pyridin-3-yl)aniline ClC=1C(=CC(=C(NC)C1)F)C=1C=NC(=CC1)OCC(F)(F)F